2-[(3R)-3-[[5-methyl-6-[4-(trifluoromethyl)phenyl]pyridazin-3-yl]amino]-1-piperidyl]ethanol CC=1C=C(N=NC1C1=CC=C(C=C1)C(F)(F)F)N[C@H]1CN(CCC1)CCO